ClC1=C(C=CC(=C1)Cl)C[C@H](C[C@H]([C@@H](C(C)(C)C)O)N1N=CNC1=S)C 2-[(2R,4R,5R)-1-(2,4-dichlorophenyl)-5-hydroxy-2,6,6-trimethylhept-4-yl]-2,4-dihydro-3H-1,2,4-triazol-3-thione